BrC1=CC(=C(C(=C1)[N+](=O)[O-])N[C@@H]1C[C@H](N(C1)CC1=CN=CC(=C1)NC)C(=O)N[C@@H]1C[C@@H](CC1)OC)C(=O)N1C[C@H](O[C@H](C1)C)C (2S,4R)-4-((4-bromo-2-((2R,6S)-2,6-dimethylmorpholine-4-carbonyl)-6-nitrophenyl)amino)-N-((1S,3R)-3-methoxycyclopentyl)-1-(5-(methylamino)nicotinyl)pyrrolidine-2-carboxamide